8-(sec-butyl)-2-(methylthio)-7-oxo-7,8-dihydropyrido[2,3-d]pyrimidine-6-carbonitrile C(C)(CC)N1C(C(=CC2=C1N=C(N=C2)SC)C#N)=O